(S)-1-(6-oxo-5-(trifluoromethyl)-1,6-dihydropyridin-3-yl)propan-2-yl 4-(5-(hydroxymethyl)pyrimidine-2-yl)piperazine-1-carboxylate OCC=1C=NC(=NC1)N1CCN(CC1)C(=O)O[C@H](CC1=CNC(C(=C1)C(F)(F)F)=O)C